FC([C@H](OC1=NN(C2=NN=C(C=C21)C=2C(NC(NC2)=O)=O)C)C2=NC=NC(=C2)OC(C([2H])([2H])[2H])([2H])[2H])F 5-[3-[(1R)-2,2-difluoro-1-[6-(1,1,2,2,2-pentadeuterioethoxy)pyrimidin-4-yl]ethoxy]-1-methyl-pyrazolo[3,4-c]pyridazin-5-yl]-1H-pyrimidine-2,4-dione